C1(CCCCC1)N1CCC(CC1)NC1=NC(=NC2=CC(=C(C=C12)OC)OC)NCCNC(C=C)=O N-(2-((4-((1-cyclohexylpiperidin-4-yl)amino)-6,7-dimethoxyquinazolin-2-yl)amino)ethyl)acrylamide